C(C)(C)(C)OC(=O)N1C2CN(CC1CC2)C2=NC=C(C=N2)C(F)(F)F tert-butyl-3-(5-(trifluoromethyl)pyrimidin-2-yl)-3,8-diazabicyclo[3.2.1]octane-8-carboxylate